3,9-bis[2-(3-(3-t-butyl-4-hydroxy-5-methylphenyl)propionyloxy)-1,1-dimethylethyl]-2,4,8,10-tetraoxaspiro(5.5)undecane C(C)(C)(C)C=1C=C(C=C(C1O)C)CCC(=O)OCC(C)(C)C1OCC2(CO1)COC(OC2)C(COC(CCC2=CC(=C(C(=C2)C)O)C(C)(C)C)=O)(C)C